(R)-2-Methyl-N-((S)-1-(5,6,7,8-tetrahydronaphthalen-2-yl)ethyl)propane-2-sulfinamide CC(C)(C)[S@@](=O)N[C@@H](C)C1=CC=2CCCCC2C=C1